C1(=CC=CC=C1)OC(O)=O.C(C=1C(O)=CC=CC1)(=O)OC(C)(C)C tert-butyl salicylate phenyl-carbonate